CN1C(N(C2=C1C=NC(=C2)NC2=CC=1C(=NSN1)C=C2C)C2CCC(CC2)=O)=O 3-methyl-6-((6-methylbenzo[c][1,2,5]thiadiazol-5-yl)amino)-1-(4-oxocyclohexyl)-1,3-dihydro-2H-imidazo[4,5-c]pyridin-2-one